(S)-2-(4-(2-(4-chloro-2-fluorobenzyloxy)-5-fluoropyrimidin-4-yl)-2-fluorobenzyl)-1-(oxetan-2-ylmethyl)-1H-benzo[d]imidazole-6-carboxylic acid ClC1=CC(=C(COC2=NC=C(C(=N2)C2=CC(=C(CC3=NC4=C(N3C[C@H]3OCC3)C=C(C=C4)C(=O)O)C=C2)F)F)C=C1)F